FC=1C=C(C=C(C1OC(F)(F)F)N[C@@H](C)C1CCNCC1)C1=NNC(O1)=O 5-[3-Fluoro-5-{[(1S)-1-(piperidin-4-yl)ethyl]amino}-4-(trifluoromethoxy)phenyl]-1,3,4-oxadiazol-2(3H)-one